C(C)(C)(C)OC(NC1=CC(=CC=C1)CN1N=CC2=C(N(C=3C=C(C(=CC23)F)OC)C)C1=O)=O (3-((8-fluoro-7-methoxy-5-methyl-4-oxo-4,5-dihydro-3H-pyridazino[4,5-b]indol-3-yl)methyl)phenyl)carbamic acid tert-butyl ester